3-isothiazolecarboxylic acid S1N=C(C=C1)C(=O)O